[O-2].[Ca+2].[Mg+2].[O-2] magnesium-calcium-oxide